ClC1=CC(=C(COC2=CC=CC(=N2)C2CCN(CC2)CC2=NC3=C(N2CC2(OCC2)C)C=C(C=C3)C(=O)O)C=C1)F 2-[(4-{6-[(4-chloro-2-fluorobenzyl)oxy]pyridin-2-yl}piperidin-1-yl)methyl]-1-[(2-methyloxetan-2-yl)methyl]-1H-benzimidazole-6-carboxylic acid